2-((2-(2-(4-((6-(ethoxymethyl)-9,9-dimethyl-9,10-dihydroacridin-2-yl)methyl)piperazin-1-yl)ethoxy)ethyl)amino)ethan-1-ol C(C)OCC=1C=C2NC=3C=CC(=CC3C(C2=CC1)(C)C)CN1CCN(CC1)CCOCCNCCO